(3S,5R)-3,5-difluoropiperidine hydrochloride Cl.F[C@@H]1CNC[C@@H](C1)F